FC=1C=C(C=CC1F)[C@H]1[C@@H](C1)NC=1C2=C(N=C(N1)NCCC)NN=N2 7-(((1R,2S)-2-(3,4-difluorophenyl)cyclopropyl)amino)-5-(propylamino)-3H-[1,2,3]triazolo[4,5-d]pyrimidine